NC1=C(C#N)C(=CC(=N1)Cl)C 2-amino-6-chloro-4-methylnicotinonitrile